FC1=C(OC2=CC=NC3=CC(=C(C=C23)OC)OC)C=CC(=C1)[N+](=O)[O-] 4-(2-fluoro-4-nitrophenoxy)-6,7-dimethoxyquinoline